BrC1=CC2=C(N(N=C2C(=C1)F)C)C(C)(C)NC(OC(C)(C)C)=O tert-butyl [2-(5-bromo-7-fluoro-2-methyl-2H-indazol-3-yl)propan-2-yl]carbamate